1-(N-Boc-amidino)-pyrazole C(=O)(OC(C)(C)C)NC(=N)N1N=CC=C1